BrC1=CC=C2CN(C(C2=C1)=O)[C@H](C(=O)OC)CO Methyl (S)-2-(6-bromo-1-oxoisoindolin-2-yl)-3-hydroxypropanoate